FC=1C=C(C=CC1F)C=1N=CN(C1)C12CC(C1)(C2)N 3-(4-(3,4-difluorophenyl)-1H-imidazol-1-yl)bicyclo[1.1.1]pentan-1-amine